FC=1C=C2C(=C(NC2=CC1)C(=O)OCC)C1=CC2=C(OCO2)C=C1C=O ethyl 5-fluoro-3-(6-formylbenzo[d][1,3]dioxol-5-yl)-1H-indole-2-carboxylate